[N+](#[C-])C1=CC=C(C=C1)C1=CC=2C3=C(NC2C=C1)CCN(C3)C(=O)C3=CC=CC=C3 (8-(4-isocyanophenyl)-1,3,4,5-tetrahydro-2H-pyrido[4,3-b]indol-2-yl)(phenyl)methanone